1-[2-(4-fluorophenyl)acetyl]piperidine-4-carboxylic acid FC1=CC=C(C=C1)CC(=O)N1CCC(CC1)C(=O)O